BrC=1C=C(C(N(C1)CC1=CC(=C(C=C1)F)C)=O)C(=O)NC 5-bromo-1-(4-fluoro-3-methylbenzyl)-N-methyl-2-oxo-1,2-dihydropyridine-3-carboxamide